FC(C1=NN=C(O1)C1=CC(=C(CN(C(=O)N2CCS(CC2)(=N)=O)C2=CC(=C(C=C2)F)F)C=C1)F)F N-(4-(5-(difluoromethyl)-1,3,4-oxadiazol-2-yl)-2-fluorobenzyl)-N-(3,4-difluorophenyl)-1-iminothiomorpholin-4-carboxamide 1-oxide